bis(2-hydroxyethyl)3-aminopropyl-triethoxysilane OCCC(C)(O[Si](OCC)(OCC)CCCN)CCO